ClCCN1CCN(CC1)C1=NN(C(=C1)C)C1=CC=C(C=C1)OC(F)(F)F 1-(2-chloroethyl)-4-[5-methyl-1-[4-(trifluoromethoxy)phenyl]pyrazol-3-yl]piperazine